C1(=CC=CC=C1)C(C=C)(O)C1=CC=CC=C1 1,1-diphenylpropenol